3-chlorobenzylamine hydrobromide Br.ClC=1C=C(CN)C=CC1